C(C)(C)(C)OC(=O)N1[C@@H](CCC1)C=1C=C(C=C2CCN(CC12)C(=O)N1[C@H](COCC1)C)Cl.S(=O)(=O)=C1N=C2C=CC=CC2=C1 2-sulfonyl-indole tert-butyl-(S)-2-[6-chloro-2-[(S)-3-methylmorpholine-4-carbonyl]-1,2,3,4-tetrahydroisoquinoline-8-yl]pyrrolidine-1-carboxylate